COC1=NC=CC2=C(C=CC=C12)N1N=CC(=C1C(F)(F)F)N1C=NC(C2=C1C=CN=C2C(F)(F)F)=O (1-(1-methoxyisoquinolin-5-yl)-5-(trifluoromethyl)-1H-pyrazol-4-yl)-5-(trifluoromethyl)pyrido[4,3-d]pyrimidin-4(1H)-one